(7S)-3-[(3-chloro-2-methoxyphenyl)amino]-7-methyl-2-[thieno[3,2-b]pyridin-7-yl]-5H,6H,7H-pyrazolo[1,5-a]pyrazin-4-one ClC=1C(=C(C=CC1)NC=1C(=NN2C1C(NC[C@@H]2C)=O)C2=C1C(=NC=C2)C=CS1)OC